N-{(6S)-2-[5-(2,6-difluorophenyl)imidazo[1,2-a]pyridin-3-yl]-3-oxo-2,5,6,7-tetrahydro-3H-pyrrolo[1,2-c]imidazol-6-yl}ethanesulfonamide FC1=C(C(=CC=C1)F)C1=CC=CC=2N1C(=CN2)N2C(N1C(=C2)C[C@@H](C1)NS(=O)(=O)CC)=O